Cl.FC(C=1C=CC(=NC1)N1CCNCC1)(F)F 1-(5-(trifluoromethyl)pyridin-2-yl)piperazine Hydrochloride